6-fluoro-4-methoxy-2-(3-fluoro-2-pyridyl)-5-trifluoromethylpyrimidine FC1=C(C(=NC(=N1)C1=NC=CC=C1F)OC)C(F)(F)F